C1(CCCC1)C(=O)N1CCN(CC1)C(CCC=1NC(C2=C(C=CC(=C2C1)C)F)=O)=O 3-(3-(4-(cyclopentanecarbonyl)piperazin-1-yl)-3-oxopropyl)-8-fluoro-5-methylisoquinolin-1(2H)-one